tert-butyl 4-[4-(1-ethoxycarbonylcyclopropyl)phenyl]piperidine-1-carboxylate C(C)OC(=O)C1(CC1)C1=CC=C(C=C1)C1CCN(CC1)C(=O)OC(C)(C)C